1-[4-({(1R)-1-[3-(difluoromethyl)-2-fluorophenyl]ethyl}amino)-2-methylpyrido[3,4-d]pyrimidin-6-yl]-3-(2-hydroxyethyl)pyrrolidin-3-ol gold [Au].FC(C=1C(=C(C=CC1)[C@@H](C)NC=1C2=C(N=C(N1)C)C=NC(=C2)N2CC(CC2)(O)CCO)F)F